C(#N)C(CSC(S)=S)(CCCCCCCCCC)CCC.C(SCC(CCCCCCCCCC)(CCC)C#N)(S)=S 2-cyano-2-propyldodecyl trithiocarbonate (2-cyano-2-propyldodecyl trithiocarbonate)